5-(4-amino-2,6-dichlorophenoxy)-3-fluoro-1-isopropylpyridin-2(1H)-one NC1=CC(=C(OC=2C=C(C(N(C2)C(C)C)=O)F)C(=C1)Cl)Cl